FC(C1=NC(=NO1)C1=CC=C(CP(OCC)(OC)=O)C=C1)(F)F ethyl methyl (4-(5-(trifluoromethyl)-1,2,4-oxadiazol-3-yl)benzyl)phosphonate